tert-butyl 5-(isopropylsulfonyl)-2,5-diazabicyclo[2.2.1]heptane-2-carboxylate C(C)(C)S(=O)(=O)N1C2CN(C(C1)C2)C(=O)OC(C)(C)C